ClC1=CC=C(C=C(C(=O)O)C#N)C=C1 4-Chloro-α-cyano-cinnamic acid